NCC=1N=C2N(C=C(C=C2OC2C(N(CC2)C)=O)C2CC2)C1 3-((2-(aminomethyl)-6-cyclopropylimidazo[1,2-a]pyridin-8-yl)oxy)-1-methylpyrrolidin-2-one